(3-chloro-4-methoxy-2-pyridinyl)-[(7S)-3-(3-fluoro-5-methoxyphenyl)-2,7-dimethyl-5,7-dihydro-4H-pyrazolo[3,4-c]pyridin-6-yl]methanone ClC=1C(=NC=CC1OC)C(=O)N1[C@H](C=2C(CC1)=C(N(N2)C)C2=CC(=CC(=C2)OC)F)C